methyl (2s,4s)-4-hydroxypyrrolidine-2-carboxylate hydrochloride Cl.O[C@H]1C[C@H](NC1)C(=O)OC